2-(4-methoxyphenyl)benzofuran-5-carboxylic acid COC1=CC=C(C=C1)C=1OC2=C(C1)C=C(C=C2)C(=O)O